CC(C)(CC)C1=C(C=CC(=C1)C(C)(CC)C)C=1C(=C(C=CC1C(C)(CC)C)P([O-])([O-])[O-])C1=C(C=C(C=C1)C(C)(CC)C)C(C)(CC)C bis[2,4-bis(2-methylbutan-2-yl)phenyl]4-(2-methylbutan-2-yl)phenylphosphite